tert-Butyl 5-((2,3-dihydro-1H-pyrrolo[3,4-c]pyridin-2-carboxamido)methyl)hexahydrocyclopenta[c]pyrrol-2(1H)-carboxylat C1N(CC=2C=NC=CC21)C(=O)NCC2CC1C(CN(C1)C(=O)OC(C)(C)C)C2